C(#N)C1CC2(C1)C[C@H](N(CC2)CC2=C1C=CNC1=C(C=C2OC)C)C2=CC=C(C(=O)NCC(C(=O)O)(C)C)C=C2 3-(4-((2R,4s,6S)-2-cyano-7-((5-methoxy-7-methyl-1H-indol-4-yl)methyl)-7-azaspiro[3.5]nonan-6-yl)benzamido)-2,2-dimethylpropanoic acid